COC=1C=C2CCN(CC2=CC1OC)CCC1=CC=C(C=C1)N1N=C(N=N1)C1=C(C=CC(=C1)OCCC=1C=NC=CC1)[N+](=O)[O-] 6,7-Dimethoxy-2-(4-(5-(2-nitro-5-(2-(pyridin-3-yl)ethoxy)phenyl)-2H-tetrazol-2-yl)phenethyl)-1,2,3,4-tetrahydroisoquinoline